N-((1R,2R,4S)-7-cyano-7-azabicyclo[2.2.1]heptan-2-yl)-1-(3-fluoro-6-methyl-2-pyridinyl)-2,3-dihydro-1H-indole-5-carboxamide C(#N)N1[C@H]2[C@@H](C[C@@H]1CC2)NC(=O)C=2C=C1CCN(C1=CC2)C2=NC(=CC=C2F)C